[NH4+].[NH4+].N(N=C1SC2=C(N1CC)C=CC(=C2)S(=O)(=O)[O-])=C2SC1=C(N2CC)C=CC(=C1)S(=O)(=O)[O-] 2,2'-Azino-bis(3-ethylbenzothiazoline-6-sulfonic acid)-diammonium salt